(2-((7-(3-(aminomethyl)phenyl)benzofuran-5-yl)methoxy)-4-isobutyramidophenyl)acetic acid NCC=1C=C(C=CC1)C1=CC(=CC=2C=COC21)COC2=C(C=CC(=C2)NC(C(C)C)=O)CC(=O)O